C(C)OC(=O)C=1C(=NN2C1NC(=CC2=O)C2=CC=C(C=C2)OC2=CC=CC=C2)C(C)C 2-isopropyl-7-oxo-5-(4-phenoxyphenyl)-4,7-dihydropyrazolo[1,5-a]pyrimidine-3-carboxylic acid ethyl ester